N1(N=CC=C1)C(=O)[O-].[NH+]1=C2N(CCC1)CCC2 2,3,4,6,7,8-hexahydropyrrolo[1,2-a]pyrimidin-1-ium 1H-pyrazole-1-carboxylate